2-(2-methyl-2H-pyrazolo[3,4-b]pyridin-5-yl)pyrimidine-5-carbonitrile CN1N=C2N=CC(=CC2=C1)C1=NC=C(C=N1)C#N